C[N+](C)([11CH3])CCO.[Cl-] 11C-choline